methyl (S,E)-3-(3-fluoro-5-(N-((4-(1-methyl-1H-indazol-5-yl)phenyl)methyl-d)cyclohexanecarboxamido)phenyl)acrylate FC=1C=C(C=C(C1)N(C(=O)C1CCCCC1)[C@@H]([2H])C1=CC=C(C=C1)C=1C=C2C=NN(C2=CC1)C)/C=C/C(=O)OC